ClC1=CC=C2C(=N1)N=CN2 5-chloroimidazo[4,5-b]pyridine